N1=C(C=NC=C1)C(=O)NCC1=NOCC1 3-((pyrazine-2-carboxamido)methyl)-4,5-dihydroisoxazole